Bismuth ditelluride [Bi](=[Te])=[Te]